S-(2-(Trimethylsilyl)ethyl) (S)-5-fluoro-2-(1-(pyrazolo[1,5-a]pyrimidine-3-carboxamido)ethyl)benzofuran-7-carbothioate FC=1C=C(C2=C(C=C(O2)[C@H](C)NC(=O)C=2C=NN3C2N=CC=C3)C1)C(SCC[Si](C)(C)C)=O